N=1N(N=CC1)CCCNC(C1=CC(=CC=C1)N1N=C(N=C1C1=CC=C(C=C1)OC)CC)=O N-(3-(2-2H-1,2,3-triazolyl)propyl)-3-(3-ethyl-5-(4-methoxyphenyl)-1-1H-1,2,4-triazolyl)benzamide